3-(1,3-dioxo-2,3-dihydro-1H-isoindol-2-yl)-1-methoxycyclobutane-1-carboxylic acid O=C1N(C(C2=CC=CC=C12)=O)C1CC(C1)(C(=O)O)OC